C(C)C=1NOC2=C(C1)C=CC=C2 ethylbenzoxazine